O=C1C=CCO1 5-oxo-2,5-dihydrofuran